3-({5-amino-7-[({spiro-[2.3]hexan-5-yl}methyl)-amino]-1H-pyrazolo[4,3-d]pyrimidin-1-yl}methyl)-4-methoxy-N-(1-methylpiperidin-4-yl)benzamide NC=1N=C(C2=C(N1)C=NN2CC=2C=C(C(=O)NC1CCN(CC1)C)C=CC2OC)NCC2CC1(CC1)C2